4-[(10s,14s,18s)-18-(2-amino-2-oxoethyl)-14-(1-naphthylmethyl)-8,17,20-trioxo-7,16,19-triazaspiro[5.14]icos-11-en-10-yl]benzylphosphonic acid NC(C[C@H]1C(NC[C@@H](CC=C[C@H](CC(NC2(CCCCC2)C(N1)=O)=O)C1=CC=C(CP(O)(O)=O)C=C1)CC1=CC=CC2=CC=CC=C12)=O)=O